The molecule is an unsaturated fatty acyl-CoA that results from the formal condensation of the thiol group of coenzyme A with the carboxy group of (3S,5Z)-3-hydroxytetradec-5-enoic acid. It is a (R)-3-hydroxyacyl-CoA, a hydroxy fatty acyl-CoA, a long-chain fatty acyl-CoA and an unsaturated fatty acyl-CoA. It is a conjugate acid of a (3S,5Z)-3-hydroxytetradec-5-enoyl-CoA(4-). CCCCCCCC/C=C\\C[C@@H](CC(=O)SCCNC(=O)CCNC(=O)[C@@H](C(C)(C)COP(=O)(O)OP(=O)(O)OC[C@@H]1[C@H]([C@H]([C@@H](O1)N2C=NC3=C(N=CN=C32)N)O)OP(=O)(O)O)O)O